7-fluoro-N-((1s,3r)-3-(4-(2-fluorophenyl)-5-(6-methylpyridin-2-yl)-4H-1,2,4-triazol-3-yl)cyclobutyl)-1,5-naphthyridine-4-carboxamide FC1=CN=C2C(=CC=NC2=C1)C(=O)NC1CC(C1)C1=NN=C(N1C1=C(C=CC=C1)F)C1=NC(=CC=C1)C